8-fluoro-6-(2-(3,3,3-trifluoropropyl)-7H-pyrrolo[2,3-d]pyrimidin-5-yl)-[1,2,4]triazolo[1,5-a]pyridine FC=1C=2N(C=C(C1)C1=CNC=3N=C(N=CC31)CCC(F)(F)F)N=CN2